C(C)N([C@H](CC(C)C)C(=O)NC1=C(C2=CC=CC=C2C=C1)S(=O)(=O)O)CC d-2-N,N-diethyl-leucylaminonaphthalenesulfonic acid